(S)-2-((4-(6-((5-Acetyl-3-chlorothiophen-2-yl)methoxy)pyridin-2-yl)piperidin-1-yl)methyl)-1-(oxetane-2-ylmethyl)-1H-benzo[d]imidazole-6-carboxylic acid C(C)(=O)C1=CC(=C(S1)COC1=CC=CC(=N1)C1CCN(CC1)CC1=NC2=C(N1C[C@H]1OCC1)C=C(C=C2)C(=O)O)Cl